fluoro-4-methylaniline FNC1=CC=C(C=C1)C